N-methyl-N-(piperidin-4-yl)-5-(trifluoromethyl)pyrimidin-2-amine CN(C1=NC=C(C=N1)C(F)(F)F)C1CCNCC1